Fluorenylmethoxycarbonyl-L-alanine C1(=CC=CC=2C3=CC=CC=C3CC12)COC(=O)N[C@@H](C)C(=O)O